NC1=C2C(=NC=N1)N(N=C2C2=CC=C(C=C2)OC2=CC=CC=C2)CCCC(=O)NC2=C(C=CC=C2)N 4-(4-Amino-3-(4-phenoxyphenyl)-1H-pyrazolo[3,4-d]pyrimidin-1-yl)-N-(2-aminophenyl)butanamide